ClC=1C=C(C=C(C1)Cl)C=1C=CC=C2C(=C(C=NC12)C(=O)N[C@H]1CCOC2=CC=CC=C12)N1N=NC=C1 8-(3,5-dichlorophenyl)-N-[(4S)-3,4-dihydro-2H-chromen-4-yl]-4-(1H-1,2,3-triazol-1-yl)quinoline-3-carboxamide